[N+](=O)([O-])C=1C=C(C=CC1)CN (3-nitrophenyl)methanamine